(1-methyl-1H-pyrazol-3-yl)methyl 6-(1-(4-fluorobenzamido)ethyl)-3,4-dihydro-1,5-naphthyridine-1(2H)-carboxylate FC1=CC=C(C(=O)NC(C)C=2N=C3CCCN(C3=CC2)C(=O)OCC2=NN(C=C2)C)C=C1